bis({[(1-methylethoxy)carbonyl]oxy}methyl) [3-({4-[N-(3-bromo-4-fluorophenyl)-N'-hydroxycarbamimidoyl]-1,2,5-oxadiazol-3-yl}sulfanyl)propyl]phosphonate BrC=1C=C(C=CC1F)NC(=NO)C=1C(=NON1)SCCCP(OCOC(=O)OC(C)C)(OCOC(=O)OC(C)C)=O